5,6-dichloro-1-(1-(2,4-difluorobenzyl)piperidin-4-yl)-3-(2-morpholinoethyl)-1,3-dihydro-2H-benzo[d]imidazol-2-one ClC1=CC2=C(N(C(N2CCN2CCOCC2)=O)C2CCN(CC2)CC2=C(C=C(C=C2)F)F)C=C1Cl